COC1=C(C=C(C=C1)C)[C@]1([C@H](C1)C1=NC(=CN=C1)OC)C(=O)NS(=O)(=O)C=1C=2C=CC(=NC2C=CC1)C (1S,2S)-1-(2-methoxy-5-methylphenyl)-2-(6-methoxypyrazin-2-yl)-N-(2-methylquinoline-5-sulfonyl)cyclopropane-1-carboxamide